2-(3-hydroxyadamantan-1-yl)isoindoline-1,3-dione OC12CC3(CC(CC(C1)C3)C2)N2C(C3=CC=CC=C3C2=O)=O